2-(4-(hydrazinylmethyl)phenyl)acetonitrile N(N)CC1=CC=C(C=C1)CC#N